5-(3-cyclopropylphenoxy)-N-[2-(2,4-dichlorophenyl)-2-fluoro-ethyl]-3-isopropyl-pyridazine-4-carboxamide C1(CC1)C=1C=C(OC=2C(=C(N=NC2)C(C)C)C(=O)NCC(F)C2=C(C=C(C=C2)Cl)Cl)C=CC1